N[C@@H]1CN(CC[C@H]1O)C1=CC(=NC=C1C=1C=NN(C1)C(F)F)NC1=NC(=NC=C1)C1=C(C=CC=C1OC)F (3R,4R)-3-amino-1-(5-(1-(difluoromethyl)-1H-pyrazol-4-yl)-2-((2-(2-fluoro-6-methoxyphenyl)pyrimidin-4-yl)amino)pyridin-4-yl)piperidin-4-ol